2-(4-cyclopropyl-6-methoxy-pyrimidin-5-yl)-5-(methoxymethyl)-4-[[4-[1-methyl-4-(trifluoromethyl)imidazol-2-yl]phenyl]methoxy]pyrimidine C1(CC1)C1=NC=NC(=C1C1=NC=C(C(=N1)OCC1=CC=C(C=C1)C=1N(C=C(N1)C(F)(F)F)C)COC)OC